NC=1C(=C(C=C2C=C(N=CC12)NC(OC1CN(C1)S(=O)(=O)C)=O)C=1C=NC=2CCCNC2C1C)F 1-(Methylsulfonyl)azetidin-3-yl (8-amino-7-fluoro-6-(4-methyl-5,6,7,8-tetrahydro-1,5-naphthyridin-3-yl)isoquinolin-3-yl)carbamate